1-methyl-4-((2-methyl-4-(2,6,6-trimethylcyclohex-2-en-1-yl)but-1,3-dien-1-yl)oxy)benzene CC1=CC=C(C=C1)OC=C(C=CC1C(=CCCC1(C)C)C)C